1-(4-cyanomethylpiperidin-1-yl)imidazo[4,5-d]pyrrolo[2,3-b]pyridin-6(1H)-carboxylate C(#N)CC1CCN(CC1)N1C=NC=2C1=C1C(=NC2)N(C=C1)C(=O)[O-]